(3-chloro-4-methylphenyl)-2-((3-(2,6-dioxopiperidin-3-yl)-2-methylquinolin-7-yl)oxy)propenamide ClC=1C=C(C=CC1C)C=C(C(=O)N)OC1=CC=C2C=C(C(=NC2=C1)C)C1C(NC(CC1)=O)=O